BrC=1C=2N(C=CN1)N=C(C2)C 4-bromo-2-methyl-pyrazolo[1,5-a]pyrazine